C(C)(C)(C)C=1C=C(C=C(C1O)C(C)(C)C)C(C(=O)OCCCCCCOC(C(C)C1=CC(=C(C(=C1)C(C)(C)C)O)C(C)(C)C)=O)C Hexamethylene bis[(3,5-di-tert-butyl-4-hydroxyphenyl)propionate]